Dimethyl-9-decenamide CC(C(=O)N)(CCCCCCC=C)C